cis-2,3-dihydroxybiphenyl-2,3-diol OC1(C(=CC=CC1(O)O)C1=CC=CC=C1)O